5-(2-hexyl)-1,3,3-trimethylcyclohexanecarbonitrile CC(CCCC)C1CC(CC(C1)(C#N)C)(C)C